BrC=1C=C2C=CN(C2=CC1)CCCCCCCCCN1CCN(CC1)CC(CN1N=CN=C1)(O)C1=C(C=C(C=C1)F)F 1-(4-(9-(5-bromo-1H-indol-1-yl)nonyl)piperazin-1-yl)-2-(2,4-difluorophenyl)-3-(1H-1,2,4-triazol-1-yl)propan-2-ol